4,6-dimethyl-pyrrolo[1,2-a]quinoxaline CC=1C=2N(C3=CC=CC(=C3N1)C)C=CC2